C(C1=CC=CC=C1)(=O)OC1=CC(=CC=C1)C meta-cresyl benzoate